methyl 5-(2,5-diacetoxy-4-(4-acetoxy-3-(methoxycarbonyl)phenylaminocarbonyl)benzamido)-2-acetoxybenzoate C(C)(=O)OC1=C(C(=O)NC=2C=CC(=C(C(=O)OC)C2)OC(C)=O)C=C(C(=C1)C(=O)NC1=CC(=C(C=C1)OC(C)=O)C(=O)OC)OC(C)=O